[Pb]=O.[Si] silicon-lead oxide